ClC1=C(C)C(=C(C=C1C(C)(C)C)C(C)(C)C)Cl 2,6-dichloro-3,5-di-tertiary butyl-toluene